CC(C)(C)S(=O)Cl 2-methylpropane-2-sulfinyl chloride